COC1=NOC(=C1)C(C(=O)O)C(C)C 2-(3-methoxyisoxazol-5-yl)-3-methylbutanoic acid